6-methyl-3-(3-(1-methyl-1H-pyrazol-4-yl)pyrazolo[1,5-a]pyridin-5-yl)-1H-pyrrolo[2,3-b]pyridine CC1=CC=C2C(=N1)NC=C2C2=CC=1N(C=C2)N=CC1C=1C=NN(C1)C